BrC1=CC=C(C=C1)S(=O)(=O)N1CCC(CC1)NC1=CC=C(C=C1)OC(F)(F)F 1-(4-bromobenzenesulfonyl)-N-[4-(trifluoromethoxy)phenyl]piperidin-4-amine